3-((3S,5R)-3-methyl-5-((5-(4-methylpyridin-2-yl)-1H-pyrrolo[2,3-b]pyridin-4-yl)amino)piperidin-1-yl)-3-oxopropanenitrile C[C@@H]1CN(C[C@@H](C1)NC1=C2C(=NC=C1C1=NC=CC(=C1)C)NC=C2)C(CC#N)=O